diallylurea C(C=C)NC(NCC=C)=O